(4S)-7,8-dichloro-6-(2,6-difluorophenyl)-4-methyl-4H-imidazo[1,2-a][1,4]benzodiazepine-2-carbaldehyde ClC1=C(C=CC2=C1C(=N[C@H](C=1N2C=C(N1)C=O)C)C1=C(C=CC=C1F)F)Cl